(S)-N-(2-(1H-indol-3-yl)ethyl)-2-(4-bromophenylsulphonamido)-3-(1H-indol-3-yl)propanamide nickel-titanium-niobium [Nb].[Ti].[Ni].N1C=C(C2=CC=CC=C12)CCNC([C@H](CC1=CNC2=CC=CC=C12)NS(=O)(=O)C1=CC=C(C=C1)Br)=O